CN1N=C(NC1=O)C(=O)N 1-methyl-5-oxo-4,5-dihydro-1H-1,2,4-triazole-3-carboxamide